(1H-imidazol-4-yl)methanol hydrochloride Cl.N1C=NC(=C1)CO